2-bromomethyl-3-fluoromethylbenzoate BrCC1=C(C(=O)[O-])C=CC=C1CF